C(C)(C)(C)N(C(O)=O)CCOCCOCC\N=C/1\C=C(OC2=CC(=C(C(=C12)O)O)O)C1=CC=CC=C1.CC(C)(OC(=O)N1CCC(CC1)[Zn]I)C [1-[(1,1-dimethylethoxy)carbonyl]-4-piperidinyl]iodozinc Tert-butyl-(Z)-(2-(2-(2-((5,6,7-trihydroxy-2-phenyl-4H-chromen-4-ylidene)amino)ethoxy)ethoxy)ethyl)carbamate